(2R)-2-((2S)-2-(2-(2-(3,4-difluorophenyl)cyclopropane-1-carboxamido)acetamido)-3-methylbutanamido)-5-ethoxy-5-oxopentanoic acid FC=1C=C(C=CC1F)C1C(C1)C(=O)NCC(=O)N[C@H](C(=O)N[C@@H](C(=O)O)CCC(=O)OCC)C(C)C